cyclopentyl 3-cyanoazetidine-1-carboxylate C(#N)C1CN(C1)C(=O)OC1CCCC1